6-(1-methyl-1H-pyrazol-5-yl)-1,2,3,4-tetrahydroisoquinoline CN1N=CC=C1C=1C=C2CCNCC2=CC1